ONC(=O)C1=CC=CC=2C(C(=C(OC21)C2=CC=CC=C2)C)=O N-hydroxy-3-methyl-4-oxo-2-phenyl-4H-benzopyran-8-carboxamide